ClC=1C(=NC=CC1)N1NC(CC1C(=O)[O-])=O 2-(3-chloropyridin-2-yl)-5-oxopyrazolidine-3-carboxylate